CO[C@@H]1C[C@H](N(C1)C([C@H](C(C)(C)C)NC(OC(C)(C)C)=O)=O)C(N[C@@H](C)C1=CC=C(C=C1)C1=C(N=CS1)C)=O tert-butyl ((S)-1-((2S,4R)-4-methoxy-2-(((S)-1-(4-(4-methylthiazol-5-yl) phenyl) ethyl)carbamoyl)pyrrolidin-1-yl)-3,3-dimethyl-1-oxobutan-2-yl)carbamate